[2-(3-azabicyclo[3.1.0]hex-3-yl)-6-chloropyridin-3-yl]-(4-methyl-2-phenylpiperazin-1-yl)methanone C12CN(CC2C1)C1=NC(=CC=C1C(=O)N1C(CN(CC1)C)C1=CC=CC=C1)Cl